6-chloro-2-(2-methyl-4-pyridinyl)-1H-pyrrolo[3,2-c]pyridine ClC1=CC2=C(C=N1)C=C(N2)C2=CC(=NC=C2)C